ClC1=C(C=C(C=C1N1[C@H](CN(CC1)C1CCN(CC1)C1COC1)C)C#N)NC1=NC=2N(C(=N1)NC1CC1)N=CC2C#N 2-({2-Chloro-5-cyano-3-[(2S)-2-methyl-4-[1-(oxetan-3-yl)piperidin-4-yl]piperazin-1-yl]phenyl}amino)-4-(cyclopropylamino)pyrazolo[1,5-a][1,3,5]triazine-8-carbonitrile